3'-(9H-carbazol-9-yl)biphenyl-3,5-dicarbonitrile C1=CC=CC=2C3=CC=CC=C3N(C12)C=1C=C(C=CC1)C1=CC(=CC(=C1)C#N)C#N